CC1=C(C(=O)O)C(=CC(=C1)B1OC(C(O1)(C)C)(C)C)C 2,6-dimethyl-4-(4,4,5,5-tetramethyl-1,3,2-dioxaborolan-2-yl)benzoic acid